3-(1-acetyl-4-methoxypiperidin-4-yl)-5-(((R)-1-(3-(difluoromethyl)-2-fluorophenyl)ethyl)Amino)-1,7-dimethyl-8-((Z)-2-((R)-1-methylpyrrolidin-2-yl)ethenyl)-1,6-naphthyridine C(C)(=O)N1CCC(CC1)(OC)C=1CN(C2=C(C(=NC(=C2C1)N[C@H](C)C1=C(C(=CC=C1)C(F)F)F)C)\C=C/[C@@H]1N(CCC1)C)C